hexa(but-3-yn-1-yl) 3,3',3'',3''',3'''',3'''''-((nitrilotris(propane-3,1-diyl))tris(azanetriyl))hexapropionate N(CCCN(CCC(=O)OCCC#C)CCC(=O)OCCC#C)(CCCN(CCC(=O)OCCC#C)CCC(=O)OCCC#C)CCCN(CCC(=O)OCCC#C)CCC(=O)OCCC#C